4,11-dimethyl-7-(5-methylfuran-2-yl)-3,5,6,8,10-pentazatricyclo[7.3.0.02,6]dodeca-1(9),2,4,7,11-pentaene CC=1N=C2C=3C=C(NC3N=C(N2N1)C=1OC(=CC1)C)C